Isostearyl diglyceryl succinate CCCCCCCCCCCCCCCCCC(=O)OCC(COCC(COC(=O)CCC(=O)O)O)O